6-[4-(pyrazol-1-yl)-1H-indazol-7-yl]Pyridazin-3-amine N1(N=CC=C1)C1=C2C=NNC2=C(C=C1)C1=CC=C(N=N1)N